COC(=O)C1=NC(=CC=C1C=1C(=CC=2C3=C(COC2C1)SC=C3)C(=O)O)C(NCCC)=O 7-(2-(methoxycarbonyl)-6-(propylcarbamoyl)pyridin-3-yl)-4H-thieno[2,3-c]chromene-8-carboxylic acid